C(CN)CNCCSP(=O)(O)O S-2-(3-Aminopropylamino)-ethylphosphorothioic Acid